F[C@@H]1C[C@@H](CC[C@@H]1F)N1N=C(C2=C1CC([C@H]2O)(F)F)C(F)(F)F (4S)-1-[(1R,3R,4S)-3,4-difluorocyclohexyl]-5,5-difluoro-3-(trifluoromethyl)-4,6-dihydrocyclopenta[c]pyrazol-4-ol